OC=1C=C2OC=3C(C(C(C(C3C(C2=C(C1C(C(CC)C)=O)O)C(C)C)=O)(C)C)=O)(C)C 6,8-dihydroxy-7-(2-methylbutyryl)-9-isopropyl-2,2,4,4-tetramethyl-4,9-dihydro-1H-xanthene-1,3(2H)-dione